CN1CCC(CC1)C=1OC(=NN1)[C@@]12CN(C[C@]2(C1)C(F)(F)F)C1=C2C=CC=NC2=C(C=C1)C(F)(F)F 2-(1-methylpiperidin-4-yl)-5-((1s,5r)-5-(trifluoromethyl)-3-(8-(trifluoromethyl)quinolin-5-yl)-3-azabicyclo[3.1.0]hexane-1-yl)-1,3,4-oxadiazole